O1C(CCCC1)N1N=CC(=C1)C1=CC=CC2=C1N=CS2 4-[1-(oxan-2-yl)pyrazol-4-yl]-1,3-benzothiazole